C(C)[N+](CCOC)(C)CC N,N-diethyl-N-methyl-N-2-methoxyethyl-ammonium